O(O)CCCCCCCCCC=CC=CC=CC=CC=CC(=O)OC[C@@H](O)COP(=O)([O-])OCC[N+](C)(C)C 1-(hydroperoxyeicosapentaenoyl)-sn-glycero-3-phosphocholine